C(CC)[Si](N[Si](CCC)(C)C)(C)C 1,3-dipropyl-tetramethyl-disilazane